1-(1,1-difluoro-6-phenylhex-1-en-2-yl)-4-methoxybenzene FC(=C(CCCCC1=CC=CC=C1)C1=CC=C(C=C1)OC)F